N1(N=NC=C1)C1CCC(CC1)N1N=C2C=C(C(=CC2=C1)C(=O)NC=1C(N(C=CC1)C)=O)OC 2-((1R,4r)-4-(1H-1,2,3-triazol-1-yl)cyclohexyl)-6-methoxy-N-(1-methyl-2-oxo-1,2-dihydropyridin-3-yl)-2H-indazole-5-carboxamide